C(C)OC1=NC=CC=C1C1=NC=2CNC(C3(CCN(CC3)C=3C(=NC(=CC3)OCCC)C(F)(F)F)C2C=C1)=O 2-(2-ethoxypyridin-3-yl)-1'-[6-propoxy-2-(trifluoromethyl)pyridin-3-yl]spiro[7,8-dihydro-1,7-naphthyridine-5,4'-piperidine]-6-one